5-bromo-3-((2-(2-ethoxy-2-oxoethyl)phenoxy)methyl)-7-nitrobenzofuran-2-carboxylic acid tert-butyl ester C(C)(C)(C)OC(=O)C=1OC2=C(C1COC1=C(C=CC=C1)CC(=O)OCC)C=C(C=C2[N+](=O)[O-])Br